C(C1=CC=CC=C1)N1CC2(C1)CC(C2)OC(=O)N2[C@@H](CN(C[C@@H]2C)C2=NC=C(C=N2)I)C (2r,6s)-4-(5-iodopyrimidin-2-yl)-2,6-dimethylpiperazine-1-carboxylic acid 2-benzyl-2-azaspiro[3.3]hept-6-yl ester